3-(but-3-en-1-yloxy)-4-methoxypiperidine trifluoroacetate FC(C(=O)O)(F)F.C(CC=C)OC1CNCCC1OC